C(C1=CC=CC=C1)N1C(=CC=C1)[Si](CC)(CC)CC 1-Benzyl-2-(triethylsilyl)-1H-pyrrole